C(C)(=O)NC1=CC=C(N=N1)CCCCC1=NN=C(S1)C(=O)NCC1=NC=CC(=C1)C(F)(F)F 5-(4-(6-acetamidopyridazin-3-yl)butyl)-N-((4-(trifluoromethyl)pyridin-2-yl)methyl)-1,3,4-thiadiazole-2-carboxamide